ClC=1C=C(C=CC1Cl)N1CCN(CC1)CCCI 1-(3,4-dichlorophenyl)-4-(3-iodopropyl)piperazine